3-(4-((4-(azacyclooctan-1-ylmethyl)-3-fluorobenzyl)thio)-1-oxoisoindolin-2-yl)piperidine-2,6-dione N1(CCCCCCC1)CC1=C(C=C(CSC2=C3CN(C(C3=CC=C2)=O)C2C(NC(CC2)=O)=O)C=C1)F